Acrylic acid hexyl ester C(CCCCC)OC(C=C)=O